(2E)-3,5-DIMETHYLHEX-2-ENOIC ACID C\C(=C/C(=O)O)\CC(C)C